5-fluoro-1-[4-(4-fluorophenyl)-2-(1,2,4-triazol-1-yl)cyclopentyl]Piperidin-3-amine FC1CC(CN(C1)C1C(CC(C1)C1=CC=C(C=C1)F)N1N=CN=C1)N